C[C@@H]1CC[C@H](CN1C(=O)C=1C(=NSC1N1N=CC=N1)C)OC1=NC=CC(=C1)C#N 2-{[(3R,6R)-6-methyl-1-{[3-methyl-5-(2H-1,2,3-triazol-2-yl)isothiazol-4-yl]carbonyl}piperidin-3-yl]oxy}pyridine-4-carbonitrile